C(CC(C)CCC=C(C)C)(=O)O citronellic acid